E-3-(4-methyl-3-(methyl(2-phenoxyethyl)carbamoyl)phenyl)acrylate CC1=C(C=C(C=C1)/C=C/C(=O)[O-])C(N(CCOC1=CC=CC=C1)C)=O